C[C@@H]1O[C@@H](CN([C@@H]1CNC1=NC=C(N=C1)C(F)(F)F)C(=O)C1=C(C=CC(=C1)F)N1N=CC=C1)C ((2S,3R,6R)-2,6-Dimethyl-3-(((5-(trifluoromethyl)pyrazin-2-yl)amino)methyl)morpholino)(5-fluoro-2-(1H-pyrazol-1-yl)phenyl)methanone